2-[4-[8-chloro-7-[(2-methyl-3H-benzimidazol-5-yl)oxy]quinoxalin-2-yl]pyrazol-1-yl]-1-(3-methoxypyrrolidin-1-yl)ethanone ClC=1C(=CC=C2N=CC(=NC12)C=1C=NN(C1)CC(=O)N1CC(CC1)OC)OC1=CC2=C(N=C(N2)C)C=C1